N-cyclopropyl-2-fluoro-5-(4-(6-(4-fluoro-1-methylpiperidin-4-yl)-7-methoxyimidazo[1,2-a]pyridin-3-yl)-1H-pyrazol-1-yl)-4-methylbenzamide C1(CC1)NC(C1=C(C=C(C(=C1)N1N=CC(=C1)C1=CN=C2N1C=C(C(=C2)OC)C2(CCN(CC2)C)F)C)F)=O